3,7-dimethyl-oct-6-en-1-al CC(CC=O)CCC=C(C)C